1-[2-(2-chlorophenyl)-3-(4-chlorophenyl)-5-[[2-(ethylamino)-2-oxo-ethyl]-methyl-amino]pyrazolo[1,5-a]pyrimidin-7-yl]-4-methyl-piperidine-4-carboxamide ClC1=C(C=CC=C1)C1=NN2C(N=C(C=C2N2CCC(CC2)(C(=O)N)C)N(C)CC(=O)NCC)=C1C1=CC=C(C=C1)Cl